C(C)(=O)C1=C(C=C(C=C1Br)F)CC(=O)N(C)C 2-(2-acetyl-3-bromo-5-fluorophenyl)-N,N-dimethylacetamide